ClC1=NC(=CC(=N1)NCC1=CC=C(C=C1)OC1=CC=C(C=C1)C)C(F)F chloro-6-difluoromethyl-N-(4-(4-methylphenoxy)benzyl)pyrimidin-4-amine